BrC=1C(=CC2=C(C(OC(N2C2CC2)=O)=O)C1)F 6-bromo-1-cyclopropyl-7-fluoro-3,1-benzoxazine-2,4-dione